N[C@@H](CCC(=O)O)C(=O)N[C@@H](CS)C(=O)O glutamylcysteine